CC1=C(C(=C(C=C1F)N(CC1=CC=CC=C1)CC1=CC=CC=C1)OCC1=CC=CC=C1)OC(C1=CC=CC=C1)=O 2-methyl-3-fluoro-5-dibenzylamino-6-benzyloxy-phenylbenzoate